C(C)C(CC1=C(SC=2C3=C(NC21)SC=C3)[Sn](CCCC)(CCCC)CCCC)CCCC (2-ethylhexyl)-2-tributylstannyldithieno-pyrrole